S1C(=NC2=C1C=CC=C2)NC2=C(C=C(N=N2)N(C=2SC(=C(N2)C(=O)O)C2CCN(CC2)C2=CC=CC=C2)C)C 2-({6-[(1,3-Benzothiazol-2-yl)amino]-5-methylpyridazin-3-yl}(methyl)amino)-5-(1-phenylpiperidin-4-yl)-1,3-thiazole-4-carboxylic acid